FC(C1=NC=CC(=C1C1=C(C=C2C(=CN(C2=C1)CC(C)(C)C)[C@@H](C(F)F)NS(=O)(=O)C1CC1)F)C)F N-((1S)-1-(6-(2-(difluoromethyl)-4-methylpyridin-3-yl)-5-fluoro-1-neopentyl-1H-indol-3-yl)-2,2-difluoroethyl)cyclopropanesulfonamide